tert-butyl (R)-((1-(5-(3-cyano-6-(1-methyl-1H-pyrazol-4-yl)pyrazolo[1,5-a]pyrazin-4-yl)pyridin-2-yl)piperidin-3-yl)methyl)carbamate C(#N)C=1C=NN2C1C(=NC(=C2)C=2C=NN(C2)C)C=2C=CC(=NC2)N2C[C@H](CCC2)CNC(OC(C)(C)C)=O